2-Methoxy-4-((7-methoxy-1H-imidazo[4,5-c][1,8]naphthyridin-1-yl)methyl)benzene-sulfonamide COC1=C(C=CC(=C1)CN1C=NC=2C=NC=3N=C(C=CC3C21)OC)S(=O)(=O)N